ClC=1C(=C(C=C(C1)F)[C@H](C)N1C(CC[C@@H](C1)O)=O)CCl (S)-1-((S)-1-(3-chloro-2-(chloromethyl)-5-fluorophenyl)ethyl)-5-hydroxypiperidin-2-one